BrC1=CC=C(C=2N=C(OC21)COC)OC 7-bromo-4-methoxy-2-(methoxymethyl)benzo[d]oxazole